FC(C1=NN=C2N1CCN(C2)C(CC(CC2=C(C=C(C(=C2)F)F)F)=O)=O)(F)F 1-[3-(trifluoromethyl)-5,6,7,8-tetrahydro-1,2,4-triazolo[4,3-a]pyrazin-7-yl]-4-(2,4,5-trifluoro-phenyl)-1,3-butanedione